rac-tert-butyl (1R,5S)-3-(1-phenylethyl)-3,8-diazabicyclo[3.2.1]octane-8-carboxylate C1(=CC=CC=C1)[C@@H](C)N1C[C@H]2CC[C@@H](C1)N2C(=O)OC(C)(C)C |&1:6|